2-Hydroxyethyl α-bromoisobutyrate BrC(C(=O)OCCO)(C)C